cyclohexyl-allene Methyl-(S)-4-(2-cyclopropyl-3-fluorophenyl)-2-methyl-5-oxo-1,4,5,7-tetrahydrofuro[3,4-b]pyridine-3-carboxylate COC(=O)C=1[C@@H](C2=C(NC1C)COC2=O)C2=C(C(=CC=C2)F)C2CC2.C2(CCCCC2)C=C=C